[Br-].C(C1=CC=CC=C1)[N+]1=CC(=C(C=C1)Br)C 1-Benzyl-4-bromo-3-methylpyridin-1-ium bromide